bis-tri-hydroxymethylaminopropane (2R,3R,5R,6S)-5-((tert-butyldiphenylsilyl)oxy)-6-methyl-2-(((R)-5-oxopentan-2-yl)oxy)tetrahydro-2H-pyran-3-yl-benzoate [Si](C1=CC=CC=C1)(C1=CC=CC=C1)(C(C)(C)C)O[C@@H]1C[C@H]([C@@H](O[C@H]1C)O[C@H](C)CCC=O)OC(C1=CC=CC=C1)=O.OC(O)(O)N(C(O)(O)O)CCC